4-bromo-N,N-dimethyl-benzamide BrC1=CC=C(C(=O)N(C)C)C=C1